6-chloro-N-{3-[2-(4-chloro-3-fluorophenoxy)acetamido]bicyclo[1.1.1]pentan-1-yl}-4-(methanesulfonyl)-3,4-dihydro-2H-1,4-benzoxazine-2-carboxamide ClC=1C=CC2=C(N(CC(O2)C(=O)NC23CC(C2)(C3)NC(COC3=CC(=C(C=C3)Cl)F)=O)S(=O)(=O)C)C1